O[C@@H]1[C@@H]2[C@]3(C=CC(C=C3CC[C@H]2[C@@H]2C[C@H]([C@](C(CO)=O)([C@]2(C1)C)O)C)=O)C 11β,17,21-trihydroxy-16α-methylpregna-1,4-diene-3,20-dione